COC(=O)C1CC(C1)N1C=NC=2C1=C1C(=NC2)N(C=C1)S(=O)(=O)C1=CC=C(C)C=C1 3-(6-tosylimidazo[4,5-d]pyrrolo[2,3-b]pyridin-1(6H)-yl)cyclobutanecarboxylic acid methyl ester